8-(1-methyloctoxy)-8-oxo-octanoic acid CC(CCCCCCC)OC(CCCCCCC(=O)O)=O